C1(OC=CC2=CC=CC=C12)=O (E)-isochromen-1-one